5-((6-(3,5-dimethyl-4-(quinoxalin-2-yl)-1H-pyrazol-1-yl)hexyl)amino)-2-(2,6-dioxopiperidin-3-yl)isoindoline-1,3-dione CC1=NN(C(=C1C1=NC2=CC=CC=C2N=C1)C)CCCCCCNC=1C=C2C(N(C(C2=CC1)=O)C1C(NC(CC1)=O)=O)=O